OCC1CN(CC(N1)C=1C(=C2COC(C2=CC1)=O)C)CC=1C=NN(C1)C1=CC(=C(C=N1)C#N)C 6-(4-((3-(hydroxymethyl)-5-(4-methyl-1-oxo-1,3-dihydroisobenzofuran-5-yl)piperazin-1-yl)methyl)-1H-pyrazol-1-yl)-4-methylpyridine-3-carbonitrile